1-(4-((4-(4-(1,2-di(4-hydroxyphenyl)but-1-en-1-yl)phenyl)piperazin-1-yl)methyl)pyridin-3-yl)dihydropyrimidine-2,4(1H,3H)-dione OC1=CC=C(C=C1)C(=C(CC)C1=CC=C(C=C1)O)C1=CC=C(C=C1)N1CCN(CC1)CC1=C(C=NC=C1)N1C(NC(CC1)=O)=O